4'-cyano-2'-(4-methyl-1,2,4-triazol-3-yl)-[1,1'-biphenyl] C(#N)C1=CC(=C(C=C1)C1=CC=CC=C1)C1=NN=CN1C